C1(=CC=CC2=CC=CC=C12)CC=1OC(=CN1)C1=CC=CC=C1 2-(1-naphthylmethyl)-5-phenyloxazole